Bisphenol a bis(chloroformat) ClC(=O)O.ClC(=O)O.OC1=CC=C(C=C1)C(C)(C)C1=CC=C(C=C1)O